FC1=C(C(=CC(=C1)OC)F)C1=C(C(N(N1C)C1=NC(=CC(=C1)OC)N1C[C@H](N([C@H](C1)C)C)C)=O)NC(C1=CC=C(C=C1)OC(F)F)=O N-[5-(2,6-difluoro-4-methoxyphenyl)-2-{4-methoxy-6-[(3R,5S)-3,4,5-trimethylpiperazin-1-yl]pyridin-2-yl}-1-methyl-3-oxo-2,3-dihydro-1H-pyrazol-4-yl]-4-(difluoromethoxy)benzamide